C(C1=CC=CC=C1)N1C2=CC=CC=C2C=2C(=C(C(=C(C12)[N+](=O)[O-])C1=CC=CC=C1)C(=O)OCC)OS(=O)(=O)C(F)(F)F Ethyl 9-benzyl-1-nitro-2-phenyl-4-(((trifluoromethyl)sulfonyl)oxy)-9H-carbazole-3-carboxylate